CC(CC=1C=C(C(=NC1)NC1=CC(CC(C1)(C)C)=O)C(=C)C1=CC=CC=C1)(C)C 3-[[5-(2,2-dimethylpropyl)-3-(1-phenylvinyl)-2-pyridyl]amino]-5,5-dimethyl-cyclohex-2-en-1-one